FC1=C(C=C2COCC2=C1)CO (6-Fluoro-1,3-dihydroisobenzofuran-5-yl)Methanol